2-((1-(2-(1-(4-Chlorophenyl)-2,5-dimethyl-1H-pyrrol-3-yl)-2-oxoethyl)piperidin-4-yl)oxy)-N-propylacetamide ClC1=CC=C(C=C1)N1C(=C(C=C1C)C(CN1CCC(CC1)OCC(=O)NCCC)=O)C